6-bromo-1-cyclopentyl-1H-pyrrolo[3,2-c]pyridine BrC1=CC2=C(C=N1)C=CN2C2CCCC2